COC(=O)C1=CC(=C(C=C1)C1=CC=CC=C1)OC Methoxy-[1,1'-biphenyl]-4-carboxylic acid methyl ester